(2S,3S)-3-amino-2-(3-bromo-2-fluorobenzyl)pyrrolidine-1-carboxylic acid tert-butyl ester C(C)(C)(C)OC(=O)N1[C@H]([C@H](CC1)N)CC1=C(C(=CC=C1)Br)F